N-((2-(6-((cis)-2,6-dimethylmorpholino)pyridin-2-yl)-1,6-naphthyridin-7-yl)methyl)-3-(methylsulfonyl)-4-(trifluoromethyl)benzamide C[C@@H]1O[C@@H](CN(C1)C1=CC=CC(=N1)C1=NC2=CC(=NC=C2C=C1)CNC(C1=CC(=C(C=C1)C(F)(F)F)S(=O)(=O)C)=O)C